OC1(C(CC(CC1)CC(C)C)C(=O)O)C(=O)O.[Al] aluminum hydroxy-4-isobutyl-cyclohexane-1,2-dicarboxylic acid